[Li+].C(C(C(F)(F)S(=O)(=O)[N-]S(=O)(=O)C(C(C(C(F)(F)F)(F)F)(F)F)(F)F)(F)F)(C(F)(F)F)(F)F lithium bis(Nonafluorobutanesulfonyl)imide